C1C(CC1N)C(=O)O (1R,3R)-3-aminocyclobutane-1-carboxylic acid